FC1=CC=C(C=C1)N(C1CCNCC1)C1=CC=C(C=C1)F N,N-bis(4-fluorophenyl)piperidin-4-amine